3-(acetamidomethyl)-1-(4-(trifluoromethyl)phenyl)-2,3-dihydro-1H-pyrido[2,3-b][1,4]oxazine-6-carboxamide C(C)(=O)NCC1CN(C2=C(O1)N=C(C=C2)C(=O)N)C2=CC=C(C=C2)C(F)(F)F